C1=CN2CC(=CC3=CC=CC1=C23)N 4H-pyrrolo[3,2,1-ij]quinolin-5-amine